5-bromo-3-pentyl-1H-indazole BrC=1C=C2C(=NNC2=CC1)CCCCC